C1=C(C=CC2=CC=CC=C12)C(=O)NC1=CC=C(C(=O)NC=2C=C(N(C2)C)C(=O)NC2=CN(C(=C2)C(NCCC(=N)N)=O)C)C=C1 4-(4-(2-naphthamido)benzamido)-N-(5-((3-amino-3-iminopropyl)carbamoyl)-1-methyl-1H-pyrrol-3-yl)-1-methyl-1H-pyrrole-2-carboxamide